1,2,3,4,7,8,9,10-octahydropyrido[4',3':3,4]Pyrazolo[1,5-a]Pyrazine-7-carboxylic acid C1NCCC2=NN3C(CNCC3C(=O)O)=C21